FC=1C=C2CN(CC2=CC1)C1=NC2=CC=C(C=C2C(N1C)=O)C 2-(5-fluoroisoindolin-2-yl)-3,6-dimethyl-4-oxo-3,4-dihydroquinazolin